1,3-bis[1-(4-(4-aminophenoxy)phenyl)-1-methylethyl]benzene tert-butyl-(S)-2-((R)-2-((2-(hydroxymethyl)phenoxy)methyl)pyrrolidin-1-yl)-3-methylbutanoate C(C)(C)(C)OC([C@H](C(C)C)N1[C@H](CCC1)COC1=C(C=CC=C1)CO)=O.NC1=CC=C(OC2=CC=C(C=C2)C(C)(C)C2=CC(=CC=C2)C(C)(C2=CC=C(C=C2)OC2=CC=C(C=C2)N)C)C=C1